Bis(5-cyclohexyl-4-hydroxy-2-methylphenyl)-3,4-dihydroxyphenyl-methane C1(CCCCC1)C=1C(=CC(=C(C1)C(C1=CC(=C(C=C1)O)O)C1=C(C=C(C(=C1)C1CCCCC1)O)C)C)O